ethyl 5-(6-((2-amino-2-methylpropyl) carbamoyl) pyrazin-2-yl)-4H-thieno[3,2-b]pyrrole-2-carboxylate NC(CNC(=O)C1=CN=CC(=N1)C1=CC2=C(N1)C=C(S2)C(=O)OCC)(C)C